COC=1C=C(CC(COC=2C=CC=C(CNN(C)C)C2)OC(=O)NCC2=CC=C(C=C2)N(C)C)C=CC1 5-[(3-methoxybenzyl)(4-dimethylaminobenzyl)aminocarbonyloxyethoxy]dimethylaminobenzylamine